methyl-tin tris(isooctyl thioglycolate) C(CCCCC(C)C)C(C(=O)[O-])S.C(CCCCC(C)C)C(C(=O)[O-])S.C(CCCCC(C)C)C(C(=O)[O-])S.C[Sn+3]